ClC1C(C(C2=C(C(=CC=C12)OC=1C=C(C#N)C=C(C1)F)C(F)F)=O)(F)F 3-((1-chloro-4-(difluoromethyl)-2,2-difluoro-3-oxo-2,3-dihydro-1H-inden-5-yl)oxy)-5-fluorobenzonitrile